NCC=1C2=CN(N=C2C=C(C1NC=1N(C(N(C(N1)=O)C1=CN=CC2=CC=CC(=C12)C=1C=C(C(=O)O)C=CC1)=O)CC1=C(C=C(C(=C1)F)F)F)Cl)C 3-(4-(4-((4-(Aminomethyl)-6-chloro-2-methyl-2H-indazol-5-yl)amino)-2,6-dioxo-3-(2,4,5-trifluorobenzyl)-3,6-dihydro-1,3,5-triazin-1(2H)-yl)isoquinolin-5-yl)benzoic acid